3-chloro-4-[4-(2,6-dichlorobenzenesulfonyl)-1-piperazinyl]benzoic acid ClC=1C=C(C(=O)O)C=CC1N1CCN(CC1)S(=O)(=O)C1=C(C=CC=C1Cl)Cl